CCC(CCCCCCCCCCCCC)C=1NC(OC1)=O 4-(hexadecan-3-yl)oxazol-2(3H)-one